[N-](S(=O)(=O)C(F)(F)F)S(=O)(=O)C(F)(F)F.[Co+3].[N-](S(=O)(=O)C(F)(F)F)S(=O)(=O)C(F)(F)F.[N-](S(=O)(=O)C(F)(F)F)S(=O)(=O)C(F)(F)F cobalt (III) bistrifluoromethanesulfonimide salt